OC1=C(C=C(C=C1)/C=C/C(=O)NCC=1N=NN(C1)CC1=CC(=CC=C1)C)OC (E)-3-(4-hydroxy-3-methoxyphenyl)-N-((1-(3-methylbenzyl)-1H-1,2,3-triazol-4-yl)methyl)acrylamide